(E)-oct-2-en-4-yl 2-oxo-2-phenylacetate O=C(C(=O)OC(/C=C/C)CCCC)C1=CC=CC=C1